(((4,4-bis(((Z)-oct-5-en-1-yl)oxy)butanoyl)oxy)methyl)-4-(((3-(diethylamino)propoxy)carbonyl)oxy)butyl (9Z,12Z)-octadeca-9,12-dienoate C(CCCCCCC\C=C/C\C=C/CCCCC)(=O)OCCCC(OC(=O)OCCCN(CC)CC)COC(CCC(OCCCC\C=C/CC)OCCCC\C=C/CC)=O